10H-spiro[anthracene-9,9'-fluorene] C1=CC=CC=2C3=CC=CC=C3C3(C12)C1=CC=CC=C1CC=1C=CC=CC13